copper(II) nitrate, trihydrate O.O.O.[N+](=O)([O-])[O-].[Cu+2].[N+](=O)([O-])[O-]